C(C1=CC=CC=C1)N([C@@H](CCCN)C(=O)O)CC1=CC=CC=C1 (+)-dibenzylornithine